Methyl 3-(benzo[d][1,3]dioxol-5-yl)-3-(7-(2-(cyclohexylamino)-2-oxoethoxy)naphthalen-2-yl)propanoate O1COC2=C1C=CC(=C2)C(CC(=O)OC)C2=CC1=CC(=CC=C1C=C2)OCC(=O)NC2CCCCC2